2-(5-fluoro-2-(3-(3-phenyl-1-(2,2,2-trifluoroethyl)-1H-pyrazole-5-carboxamido)-4-(piperidin-1-yl)benzamido)phenyl)acetic acid FC=1C=CC(=C(C1)CC(=O)O)NC(C1=CC(=C(C=C1)N1CCCCC1)NC(=O)C1=CC(=NN1CC(F)(F)F)C1=CC=CC=C1)=O